C(#N)[C@H]1N(CC(C1)(F)F)C(CNC(=O)C1=CC=NC2=CC(=CC=C12)C=1C=C(OCCNC(=O)C2CCC(CC2)CNC(OC(C)(C)C)=O)C=CC1)=O tert-butyl ((1r,4r)-4-(2-(3-(4-(2-((S)-2-cyano-4,4-difluoro pyrrolidin-1-yl)-2-oxoethylcarbamoyl)quinolin-7-yl)phenoxy)ethylcarbamoyl) cyclohexyl)methylcarbamate